5-bromo-2-(diphenylamino)pentanoic acid BrCCCC(C(=O)O)N(C1=CC=CC=C1)C1=CC=CC=C1